ClC=1C=C(C=CC1)CC=1OC(=C(N1)C1=CC=C(C=C1)/C=C/C(=O)N[C@H]1CN([C@@H](C1)C)C#N)C (E)-3-(4-(2-(3-chlorophenyl-methyl)-5-methyl-oxazol-4-yl)phenyl)-N-((3R,5R)-1-cyano-5-methylpyrrolidin-3-yl)acrylamide